FC(C=1N=C(OC1C(=O)N1[C@@H](C2=C(CC1)NC=N2)C=2OC1=C(N2)C=C(C=C1)F)C1=CN=CN1C)F (S)-(4-(difluoromethyl)-2-(1-methyl-1H-imidazol-5-yl)oxazol-5-yl)(4-(5-fluorobenzo[d]oxazol-2-yl)-6,7-dihydro-1H-imidazo[4,5-c]pyridin-5(4H)-yl)methanone